C(C)N1C(C(C2=CC=CC=C12)(F)C1=CC=C(C=C1)S(=O)(=O)N)=O 4-(1-ethyl-3-fluoro-2-oxoindolin-3-yl)benzenesulfonamide